2,2,4,4-tetramethyl-3-cyano-1,5-pentanediol CC(CO)(C(C(CO)(C)C)C#N)C